ClC=1C=C(C(=O)N2CC=3C(=NN4C3C(N(C[C@H]4C(=O)NC)[C@H](C)C4=NC=CC(=C4)F)=O)C[C@H]2C)C=CC1Cl |o1:21| (3R,7S)-2-(3,4-Dichlorobenzoyl)-9-((R*)-1-(4-fluoropyridin-2-yl)ethyl)-N,3-dimethyl-10-oxo-1,2,3,4,7,8,9,10-octahydropyrido[4',3':3,4]pyrazolo[1,5-a]pyrazine-7-carboxamide